1-(2,2-difluoroethyl)-6-(4-(((4-(trifluoromethyl)pyridin-3-yl)oxy)methyl)piperidin-1-yl)-1H-pyrazolo[3,4-d]pyrimidine FC(CN1N=CC=2C1=NC(=NC2)N2CCC(CC2)COC=2C=NC=CC2C(F)(F)F)F